ClC1=NC=C(C(=C1)NC1CCC(CC1)CN(C)C)C#CC=1C=NN(C1)CC(F)F 2-chloro-5-((1-(2,2-difluoroethyl)-1H-pyrazol-4-yl)ethynyl)-N-((1s,4s)-4-((dimethylamino)methyl)cyclohexyl)pyridin-4-amine